purine diethylhexanoate C(C)C(C(=O)O)(CCCC)CC.N1=CN=C2N=CNC2=C1